4-trifluoromethyl-2-benzenesulfonic acid FC(C1=CC(=CC=C1)S(=O)(=O)O)(F)F